CC1=CC=C(C=C1)S(=O)(=O)O.ClC1=CC(=C(C=C1)C1(OC(C2=C(O1)C=CC=C2)C2CCNCC2)C)F 4-(2-(4-chloro-2-fluorophenyl)-2-methylbenzo[d][1,3]dioxan-4-yl)piperidine-p-toluenesulfonic acid salt